1-(4-(5-(difluoromethyl)-1,3,4-oxadiazole-2-yl)-2-fluorobenzyl)-3-(1-(oxetan-3-yl)azetidine-3-yl)-1,3-dihydro-2H-benzo[d]imidazole-2-one FC(C1=NN=C(O1)C1=CC(=C(CN2C(N(C3=C2C=CC=C3)C3CN(C3)C3COC3)=O)C=C1)F)F